7-fluoro-N-[(3-fluorophenyl)-methyl]-2-methoxy-4-methyl-quinoline-3-carboxylic acid amide FC1=CC=C2C(=C(C(=NC2=C1)OC)C(=O)NCC1=CC(=CC=C1)F)C